ClC=1C=C(C=CC1F)C=1C=C(C#N)C=CC1 3-(3-chloro-4-fluorophenyl)-benzonitrile